C1(CC1)S(=O)(=O)C1=C(C=CC2=C1C(=C(O2)C)C(=O)N)OCC2=CC(=CC=C2)C (cyclopropylsulfonyl)-2-methyl-5-((3-methylbenzyl)oxy)benzofuran-3-carboxamide